C1(CCCCC1)NC(=O)NS(=O)(=O)C1=CC=C(C=C1)CCNC(C1=C(C=CC(=C1)Cl)OC)=O N-(2-(4-((((cyclohexylamino)carbonyl)amino)sulfonyl)phenyl)ethyl)-2-methoxy-5-chlorobenzamide